alpha-bromo-2-acetylpyridine BrCC(=O)C1=NC=CC=C1